(S)-N-(4-((2-((5-cyclopropyl-2-oxo-1-((tetrahydrofuran-3-yl)methyl)-1,2-dihydropyridin-3-yl)amino)-1-methyl-1H-benzo[d]imidazol-6-yl)oxy)pyridin-2-yl)acetamide C1(CC1)C=1C=C(C(N(C1)C[C@H]1COCC1)=O)NC1=NC2=C(N1C)C=C(C=C2)OC2=CC(=NC=C2)NC(C)=O